N1=CC=C(C=C1)C1=CC=C2C(=N1)SC(=N2)NC2=NC=CC(=C2)CN2C(CCC2)=O 1-((2-((5-(pyridin-4-yl)thiazolo[5,4-b]pyridin-2-yl)amino)pyridin-4-yl)methyl)pyrrolidin-2-one